N-(pyridin-2-yl)-9H-pyrido[3,4-b]indole-1-carboxamide N1=C(C=CC=C1)NC(=O)C1=NC=CC2=C1NC1=CC=CC=C21